C(C)(=O)NC(NC=1C(=C(C(=O)OC)C=CC1)C)=S Methyl 3-(3-acetylthioureido)-2-methylbenzoate